(1R)-4-phenyl-1-(4,4,5,5-tetramethyl-1,3,2-dioxaborolan-2-yl)butan-1-amine C1(=CC=CC=C1)CCC[C@H](N)B1OC(C(O1)(C)C)(C)C